N1N=CN=C1SC#N 1,2,4-triazol-5-yl thiocyanate